3-ethyl-pentanic acid C(C)C(CC(=O)O)CC